4-[1-isopropyl-4-(trifluoromethyl)imidazol-2-yl]benzaldehyde C(C)(C)N1C(=NC(=C1)C(F)(F)F)C1=CC=C(C=O)C=C1